Cis-rac-6-(((3S,4R)-4-fluoro-1-methylpyrrolidin-3-yl)oxy)-7-methoxy-4-(1-methyl-3-phenyl-1H-pyrazol-4-yl)quinazoline F[C@H]1[C@H](CN(C1)C)OC=1C=C2C(=NC=NC2=CC1OC)C=1C(=NN(C1)C)C1=CC=CC=C1 |r|